2-(4-((tert-butyldiphenylsilyl)oxy)tetrahydrofuran-3-yl)-2,6-diazaspiro[3.3]heptane [Si](C1=CC=CC=C1)(C1=CC=CC=C1)(C(C)(C)C)OC1C(COC1)N1CC2(C1)CNC2